[2-(2,4,6-triisopropylphenyl)phenyl]phosphane potassium [K].C(C)(C)C1=C(C(=CC(=C1)C(C)C)C(C)C)C1=C(C=CC=C1)P